NC1=NC=CC(=C1C1=CC=C(C=C1)Cl)C=1C=NN(C1)[C@H](CO)C1=CC=C(C=C1)C(F)(F)F (S)-2-{4-[2-Amino-3-(p-chlorophenyl)-4-pyridyl]-1H-pyrazol-1-yl}-2-[p-(trifluoromethyl)phenyl]ethanol